C(C1=CC=CC=C1)(=O)OC=1C=C(C=C(C1)C1=C(C(=O)[O-])C=C(C(=C1OC(C1=CC(=C(C(=C1)O)O)OC(C1=CC(=C(C(=C1)OC(C1=CC(=C(C(=C1)O)O)O)=O)O)O)=O)=O)O)O)C1=C(C(=O)[O-])C=C(C(=C1OC(C1=CC(=C(C(=C1)O)O)OC(C1=CC(=C(C(=C1)OC(C1=CC(=C(C(=C1)O)O)O)=O)O)O)=O)=O)O)O 5-(benzoyloxy)-1,3-phenylenebis(3-((3-((3,4-dihydroxy-5-((3,4,5-trihydroxybenzoyl) oxy) benzoyl) oxy)-4,5-dihydroxybenzoyl) oxy)-4,5-dihydroxybenzoate)